4-((3R,4R)-4-((5,7-dimethyl-1H-indol-4-yl)methyl)-1-((3-fluorooxetan-3-yl)methyl)piperidin-3-yl)benzoic acid CC=1C(=C2C=CNC2=C(C1)C)C[C@H]1[C@@H](CN(CC1)CC1(COC1)F)C1=CC=C(C(=O)O)C=C1